1,10-bis(2-propylidenehydrazino)-1,10-decanedione C(CC)=NNC(CCCCCCCCC(=O)NN=CCC)=O